4-methoxy-3-(1-methyl-1H-pyrazol-4-yl)-5-nitrophenylacetic acid ethyl ester C(C)OC(CC1=CC(=C(C(=C1)[N+](=O)[O-])OC)C=1C=NN(C1)C)=O